1-[(4-amino-2-methylpyrimidin-5-yl)methyl]-3-bromo-4-[(2,4-difluorobenzyl)oxy]-6-methylpyridin-2(1H)-one trifluoroacetate FC(C(=O)O)(F)F.NC1=NC(=NC=C1CN1C(C(=C(C=C1C)OCC1=C(C=C(C=C1)F)F)Br)=O)C